N-(5-((1R,3R)-3-(4-(trifluoromethyl)phenyl)cyclobutoxy)-1H-indol-3-yl)thiazole-4-carboxamide FC(C1=CC=C(C=C1)C1CC(C1)OC=1C=C2C(=CNC2=CC1)NC(=O)C=1N=CSC1)(F)F